C(OC1=C(C(=O)O)C=CC(=C1)C1=C(NC(=C1C1=C(C=C(C=C1)[N+](=O)[O-])C)C)C(=O)OC)([2H])([2H])[2H] 2-(methoxy-d3)-4-(2-(methoxycarbonyl)-5-methyl-4-(2-methyl-4-nitrophenyl)-1H-pyrrol-3-yl)benzoic acid